[2-[6-[1-[2-(aminomethyl)-3,3-difluoro-allyl]-5-oxo-1,2,4-triazol-4-yl]-5-methyl-3-pyridinyl]ethynyl]-3,4-dihydro-1H-quinolin-2-one trifluoroacetate FC(C(=O)O)(F)F.NCC(CN1N=CN(C1=O)C1=C(C=C(C=N1)C#CN1C(CCC2=CC=CC=C12)=O)C)=C(F)F